C(CCCCCCCCCCC)C(=O)[C@H](O)[C@@H](O)[C@H](O)[C@H](O)CO n-dodecyl-glucose